C(C1=CC=CC=C1)NC(O)=O.C(N)(OCC1=CC=CC=C1)=O benzyl carbamate (benzyl carbamate)